(1s,2s)-N1-(2-methylquinolin-8-yl)cyclohexane-1,2-diamine CC1=NC2=C(C=CC=C2C=C1)N[C@@H]1[C@H](CCCC1)N